BrC1=C(C=C2C(=C(C=NC2=C1F)C=O)Cl)Cl 7-Bromo-4,6-dichloro-8-fluoroquinoline-3-carbaldehyde